N-vinyl-N-dimethylaminoethyl-methacrylamide C(=C)N(C(C(=C)C)=O)CCN(C)C